CC1N(CCNC1)C1COCCC1 2-methyl-1-(Oxan-3-yl)piperazine